C(=O)O.ClC=1C=NC=C(C1C1=CC2=C(N=C(N=C2)NC=2C=NC(=CC2)OCCN2CCOCC2)N(C1=O)C)Cl 6-(3,5-dichloropyridin-4-yl)-8-methyl-2-((6-(2-morpholinoethoxy)pyridin-3-yl)amino)pyrido[2,3-d]pyrimidin-7(8H)-one formate